1,3,5-trihydroxynorbornene OC12C=C(C(C(C1)O)C2)O